(S)-6-bromo-N-(1-(ethylsulfonyl)pyrrolidin-3-yl)-2-(1-(4-(2-methoxyethoxy)phenyl)-2,5-dimethyl-1H-pyrrol-3-yl)-1H-imidazo[4,5-b]pyridin-7-amine BrC=1C(=C2C(=NC1)N=C(N2)C2=C(N(C(=C2)C)C2=CC=C(C=C2)OCCOC)C)N[C@@H]2CN(CC2)S(=O)(=O)CC